ClC=1C=CC(=NC1)N1N=C(N=C1[C@@H](C)N)C=1C=NC(=CC1)Cl |r| racemic-1-[2-(5-chloro-2-pyridyl)-5-(6-chloro-3-pyridyl)-1,2,4-triazol-3-yl]ethylamine